FC1=C(OCC2=NC=CC(=N2)O[C@@H]2C[C@@H](N(CC2)CC2=NC3=C(N2C[C@H]2OCC2)C=C(C=C3)C(=O)NS(=O)(=O)C)C)C=CC(=C1)F (((2S,4S)-4-((2-((2,4-Difluorophenoxy)methyl)pyrimidin-4-yl)oxy)-2-methylpiperidin-1-yl)methyl)-N-(methylsulfonyl)-1-(((S)-oxetan-2-yl)methyl)-1H-benzo[d]imidazole-6-carboxamide